2-bromo-7-(1-chloroethyl)-12-oxa-3-thia-6-azatricyclo[6.4.1.04,13]trideca-1,4(13),7-trien-5-one BrC1=C2OCCCC3=C(NC(C(S1)=C23)=O)C(C)Cl